4-((1R,5S)-3,8-diazabicyclo[3.2.1]octane-8-yl)-2-(2,6-dioxopiperidin-3-yl)-7-Fluoroisoindoline-1,3-dione [C@H]12CNC[C@H](CC1)N2C2=C1C(N(C(C1=C(C=C2)F)=O)C2C(NC(CC2)=O)=O)=O